The molecule is an aromatic amime that is the base component of spirit blue dye (the hydrochloride salt). It has a role as a dye. It is a secondary amino compound, an aromatic amine, an imine and an olefinic compound. It is a conjugate base of a spirit blue(1+). C1=CC=C(C=C1)NC2=CC=C(C=C2)C(=C3C=CC(=NC4=CC=CC=C4)C=C3)C5=CC=C(C=C5)NC6=CC=CC=C6